ClC(C(=O)OCCCCCCCCCCCCCCCCCCC)C nonadecyl 2-chloropropionate